(4-(1-methylethyl)phenyl)-(4-methylphenyl)Iodonium tetrakis(pentafluorophenyl)-borate FC1=C(C(=C(C(=C1[B-](C1=C(C(=C(C(=C1F)F)F)F)F)(C1=C(C(=C(C(=C1F)F)F)F)F)C1=C(C(=C(C(=C1F)F)F)F)F)F)F)F)F.CC(C)C1=CC=C(C=C1)[I+]C1=CC=C(C=C1)C